P(OC1CC(NC(C1)(C)C)(C)C)(OC1CC(NC(C1)(C)C)(C)C)OC1CC(NC(C1)(C)C)(C)C tris(2,2,6,6-tetramethyl-4-piperidyl) phosphite